BrC1=CN=C(S1)C[C@H](C(=O)O)[C@@H]1CN(CC1)C(=O)OC(C)(C)C (2S)-3-(5-bromo-1,3-thiazol-2-yl)-2-[(3R)-1-[(tert-butoxy)carbonyl]pyrrolidin-3-yl]propionic acid